1-(3-((4-ethylphenyl)sulfonyl)-6-(trifluoromethoxy)quinolin-4-yl)piperidin-3-ol C(C)C1=CC=C(C=C1)S(=O)(=O)C=1C=NC2=CC=C(C=C2C1N1CC(CCC1)O)OC(F)(F)F